(3R,5'S)-1'-((s)-4-fluoro-4-methyl-2-((methyl-d3)amino)pentanoyl)-2-oxospiro[indole-3,3'-pyrrolidine]-5'-carboxamide hydrochloride Cl.FC(C[C@@H](C(=O)N1C[C@]2(C[C@H]1C(=O)N)C(NC1=CC=CC=C12)=O)NC([2H])([2H])[2H])(C)C